N-Methylglycine methyl ester COC(CNC)=O